N-Boc-piperidin-2-yl(p-tolyl)methanone C(=O)(OC(C)(C)C)N1C(CCCC1)C(=O)C1=CC=C(C=C1)C